COC1(CC(CN(C2(CCNCC2)COC(C(C(C(C1)C)=O)C)=O)C(=O)[O-])C)C 11-methoxy-9,11,13,15-tetramethyl-14,16-dioxo-17-oxa-3,7-diazaspiro[5.12]octadecane-7-carboxylate